ClC1=C(C=CC=C1)C=1C=CC2=C(N(C=N2)CCO)C1C#N 6-(2-chlorophenyl)-1-(2-hydroxyethyl)-1H-benzimidazole-7-carbonitrile